(S)-3-(5-(3,5-difluorophenyl)-3-oxo-6,7-dihydro-3H-pyrrolo[2,1-c][1,2,4]triazol-2(5H)-yl)-N-methoxy-N-methylbicyclo[1.1.1]pentane-1-carboxamide FC=1C=C(C=C(C1)F)[C@@H]1CCC2=NN(C(N21)=O)C21CC(C2)(C1)C(=O)N(C)OC